OC1=C(N=C(C2=CC(=CC=C12)OC1=CC=CC=C1)CCl)C(=O)OCC ethyl 4-hydroxy-1-(chloromethyl)-7-phenoxyisoquinoline-3-carboxylate